3-benzyl-1,4-dimethyl-6-methylene-3-(trityldisulfaneyl)piperazine-2,5-dione C(C1=CC=CC=C1)C1(C(N(C(C(N1C)=O)=C)C)=O)SSC(C1=CC=CC=C1)(C1=CC=CC=C1)C1=CC=CC=C1